2-cyano-3,5-dihydroxypyridin-4-one C(#N)C1=NC=C(C(C1O)=O)O